7-(diethylamino)-2-oxo-6-(4-phenyl-1H-1,2,3-triazol-1-yl)-2H-chromene-3-carboxylic acid C(C)N(C1=C(C=C2C=C(C(OC2=C1)=O)C(=O)O)N1N=NC(=C1)C1=CC=CC=C1)CC